4-(3-(6,7-dihydropyrazolo[1,5-a]pyrimidin-4(5H)-yl)-7,8-dihydro-1,6-naphthyridin-6(5H)-yl)-2-(pyrrolidin-1-yl)pyrido[2,3-d]pyrimidine N1=CC=C2N1CCCN2C=2C=NC=1CCN(CC1C2)C=2C1=C(N=C(N2)N2CCCC2)N=CC=C1